(4-methacryloyloxydiethoxyphenyl)-2-(4-methacryloyloxytriethoxyphenyl)propane (Z)-ethyl-2-((1H-pyrrolo[2,3-b]pyridine-3-carbonyl)imino)-3-benzyl-2,3-dihydrooxazole-4-carboxylate C(C)OC(=O)C=1N(/C(/OC1)=N/C(=O)C1=CNC2=NC=CC=C21)CC2=CC=CC=C2.C(C(=C)C)(=O)OC2=C(C(=C(C=C2)CC(C)C2=C(C(=C(C(=C2)OCC)OC(C(=C)C)=O)OCC)OCC)OCC)OCC